O=C1NC(CCC1N1C(C2=CC=CC(=C2C1=O)NCCCCN1C(N(C(C1(C)C)=O)C1=CC(=C(C#N)C=C1)C(F)(F)F)=O)=O)=O 4-(3-(4-((2-(2,6-dioxopiperidin-3-yl)-1,3-dioxoisoindol-4-yl)amino)butyl)-4,4-dimethyl-2,5-dioxoimidazolidin-1-yl)-2-(trifluoromethyl)benzonitrile